CC1=CC=C(C=C1)S(=O)(=O)O.CN1CCN(CC1)C1=CC=C(C=C1)C(C)C1=CC=2NC3=CC=CC=C3SC2C=C1 2-(1-(4-(4-methylpiperazin-1-yl)phenyl)ethyl)-10H-phenothiazine p-toluenesulfonate salt